CC1=NC(=CC=C1S(=O)(=O)N)N[C@@H](C)C1=CC=C(C=C1)C(F)(F)F methyl-6-[[(1s)-1-[4-(trifluoromethyl)phenyl]ethyl]amino]pyridine-3-sulfonamide